ClC1=CC(=C(C=N1)CO)C(F)(F)F (6-chloro-4-(trifluoromethyl)pyridin-3-yl)methanol